(2s,3r,4r,5s)-3,4,5-tris(benzyloxy)-2-((benzyloxy)methyl)-1-(4-butoxy-2,6-difluorophenethyl)piperidine C(C1=CC=CC=C1)O[C@@H]1[C@@H](N(C[C@@H]([C@H]1OCC1=CC=CC=C1)OCC1=CC=CC=C1)CCC1=C(C=C(C=C1F)OCCCC)F)COCC1=CC=CC=C1